1-((1H-indazol-6-yl)methyl)-1-(4-methoxybenzyl)urea N1N=CC2=CC=C(C=C12)CN(C(=O)N)CC1=CC=C(C=C1)OC